5,11-dioxo-6,12-bis(ethoxycarbonyloxy)naphthonaphthalene O=C1C(=C2C=CC=CC2=C2C(C(=C3C=CC=CC3=C21)OC(=O)OCC)=O)OC(=O)OCC